C(C)OC(=O)C1=CC2=CC(=CC=C2C(=C1)C1=CC=C(C=C1)C1CNC1)C1=CC=C(C=C1)C(F)(F)F.CN(/C=C/C(=O)C1=CC(=C(C=C1)N1CCCCC1)[N+](=O)[O-])C (E)-3-(dimethylamino)-1-(3-nitro-4-(piperidin-1-yl)phenyl)prop-2-en-1-one Ethyl-4-(4-(azetidin-3-yl)phenyl)-7-(4-(trifluoromethyl)phenyl)-2-naphthoate